N-[[1-(5-chloro-1,3-benzoxazol-2-yl)pyrrolidin-3-yl]methyl]-2-cyclopropylsulfonyl-pyridine-4-carboxamide ClC=1C=CC2=C(N=C(O2)N2CC(CC2)CNC(=O)C2=CC(=NC=C2)S(=O)(=O)C2CC2)C1